5-[(3-{4-[(1-methylpiperidin-4-yl)amino]-1-(2,2,2-trifluoroethyl)-1H-indol-2-yl}prop-2-yn-1-yl)amino]thiophene-2-carboxylic acid CN1CCC(CC1)NC1=C2C=C(N(C2=CC=C1)CC(F)(F)F)C#CCNC1=CC=C(S1)C(=O)O